stearyl octanoate (stearyl caproate) C(CCCCCCCCCCCCCCCCC)C(C(=O)O)CCCC.C(CCCCCCC)(=O)OCCCCCCCCCCCCCCCCCC